O1C=CC2=C1C=CC(=C2)S(=O)(=O)N2N=C1C(=C2)CN(C1)C([C@H](C(C)(C)O)C1=CC=CC=C1)=O (2S)-1-[2-(1-benzofuran-5-sulfonyl)-2H,4H,5H,6H-pyrrolo[3,4-c]pyrazol-5-yl]-3-hydroxy-3-methyl-2-phenylbutan-1-one